2-bromo-1-(4-((2-bromophenyl)sulfonyl)piperazin-1-yl)ethan-1-one ethyl-3-methylbutyrate (ethyl-isovalerate) C(C)C(C(=O)O)C(C)C.C(C)OC(CC(C)C)=O.BrCC(=O)N1CCN(CC1)S(=O)(=O)C1=C(C=CC=C1)Br